FC1=CC=C(C=C1)C1SCC(N1C1=C(C=C(C(=O)NC2=CC(=CC=C2)C)C=C1)C)=O 4-[2-(4-Fluorophenyl)-4-oxo-1,3-thiazolidin-3-yl]-3-methyl-N-(3-methylphenyl)benzamide